O=C1N(C2C=C(CN1C2)N2N=CC(=C2)F)OS(=O)(=O)[O-] (7-oxo-3-(4-fluoropyrazol-1-yl)-1,6-diazabicyclo[3.2.1]oct-3-en-6-yl)-sulfat